2,4-dichloro-1-isopropylbenzene ClC1=C(C=CC(=C1)Cl)C(C)C